(3R,4S)-benzyl 3-(2-((tert-butoxycarbonyl)(5-tosyl-5H-pyrrolo[2,3-b]pyrazin-2-yl)amino)acetyl)-4-ethylpyrrolidine-1-carboxylate C(C)(C)(C)OC(=O)N(CC(=O)[C@H]1CN(C[C@H]1CC)C(=O)OCC1=CC=CC=C1)C=1N=C2C(=NC1)N(C=C2)S(=O)(=O)C2=CC=C(C)C=C2